11,11-Difluoro-N-(4-fluoro-3-(trifluoromethyl)phenyl)-8-methylene-3,4,8,9,10,11-hexahydro-1H-pyrido[4',3':3,4]pyrazolo[1,5-a]azepine-2(7H)-carboxamide FC1(C=2N(CC(CC1)=C)N=C1C2CN(CC1)C(=O)NC1=CC(=C(C=C1)F)C(F)(F)F)F